(5Z)-5-[[1-(3-pyridinyl)pyrazol-3-yl]methylene]thiazolidine N1=CC(=CC=C1)N1N=C(C=C1)\C=C/1\CNCS1